The molecule is a guanidinium ion that is the conjugate acid of 1D-1-guanidino-1-deoxy-3-dehydro-scyllo-inositol; major species at pH 7.3. It is a conjugate acid of a 1D-1-guanidino-1-deoxy-3-dehydro-scyllo-inositol. [C@@H]1([C@@H]([C@H]([C@@H](C(=O)[C@@H]1O)O)O)O)[NH+]=C(N)N